BrC=1C=C(C=NC1OC)C(C)ON1C(C2=CC=CC=C2C1=O)=O 2-(1-(5-bromo-6-methoxypyridin-3-yl)ethoxy)isoindoline-1,3-dione